O[C@@H](CC)[C@@H]1[C@@H]2CC[C@H](CN1C(=O)OCC[Si](C)(C)C)N2C(=O)OC(C)(C)C 8-(tert-butyl) 3-(2-(trimethylsilyl)ethyl) (1S,2S,5R)-2-((S)-1-hydroxypropyl)-3,8-diazabicyclo[3.2.1]octane-3,8-dicarboxylate